ClC=CCl anti-1,2-dichloroethylene